N-(piperidin-4-yl)isoindole-4-carboxamide 3,4-dihydro-2(1H)-isoquinolinecarboxylate C1N(CCC2=CC=CC=C12)C(=O)O.N1CCC(CC1)NC(=O)C=1C2=CNC=C2C=CC1